C(C)N1C[C@H](CCC1)C=1C=CC=C2C=C(N=NC12)C1=C(C=C(C=C1C)C(F)(F)F)O 2-{8-[(3R)-1-ethylpiperidin-3-yl]cinnoline-3-yl}-3-methyl-5-(trifluoromethyl)phenol